N1C(N=CC=C1)=O (1H)-2-pyrimidinone